(S)-N-cyclopropyl-4-(2,2-difluoro-7-((5-methoxy-7-methyl-1H-indol-4-yl)methyl)-7-azaspiro[3.5]nonan-6-yl)benzamide C1(CC1)NC(C1=CC=C(C=C1)[C@@H]1CC2(CC(C2)(F)F)CCN1CC1=C2C=CNC2=C(C=C1OC)C)=O